P(=O)([O-])([O-])[O-].[Al+3].[Ge+2].[Na+].FC1=C(N)C=C(C=C1)C(CC1=NN=CN1C)(C)C.P(=O)([O-])([O-])[O-] 2-Fluoro-5-(2-methyl-1-(4-methyl-4H-1,2,4-triazol-3-yl)propan-2-yl)aniline sodium germanium aluminum phosphate